4-methoxy-N-(2-(4-(trifluoromethyl)phenyl)pyridin-3-yl)benzenesulfonamide COC1=CC=C(C=C1)S(=O)(=O)NC=1C(=NC=CC1)C1=CC=C(C=C1)C(F)(F)F